OC1=C(C=C(C=C1)CC[NH-])OC N-2-(4-hydroxy-3-methoxyphenyl)ethylamid